ClC1=NC(=C(C=C1C(N1[C@H](CN(CC1)C(=O)OC(C)(C)C)C)=N)F)Cl tert-Butyl (S)-4-((2,6-dichloro-5-fluoropyridin-3-yl)(imino)methyl)-3-methylpiperazine-1-carboxylate